FC=1C=C(C=CC1)C1=C(C(NC(N1)=S)=O)C#N 6-(3-fluorophenyl)-5-cyano-2-thiouracil